BrCCCOC=1C=C2CN(CC2=CC1OC)C(=O)OC(C)(C)C tert-butyl 5-(3-bromopropyloxy)-6-methoxyisoindoline-2-carboxylate